CC1=C(C=CC(=N1)C(=O)O)C#CC1=C(C=CC=C1)NS(=O)(=O)C1=CC2=CC=CC=C2C=C1 6-methyl-5-{2-[2-(naphthalene-2-sulfonamido)phenyl]ethynyl}pyridine-2-carboxylic acid